(S)-3-(2-((tert-butoxycarbonyl)amino)-3-methoxy-3-oxopropyl)-6-methylquinoline 1-oxide C(C)(C)(C)OC(=O)N[C@@H](CC=1C=[N+](C2=CC=C(C=C2C1)C)[O-])C(=O)OC